tert-butyl 1-(tetrahydro-2H-pyran-2-yl)-4-(1-(m-tolyl)-1,2,3,6-tetrahydropyridin-4-yl)-1H-indazole-5-carboxylate O1C(CCCC1)N1N=CC2=C(C(=CC=C12)C(=O)OC(C)(C)C)C=1CCN(CC1)C=1C=C(C=CC1)C